N-(4-Cyanophenyl)-4-hydroxy-3-{2-[4-(trifluoromethoxy)phenyl]-6-oxa-2,9-diazaspiro[4.5]decan-9-yl}butanamide C(#N)C1=CC=C(C=C1)NC(CC(CO)N1CCOC2(CCN(C2)C2=CC=C(C=C2)OC(F)(F)F)C1)=O